BrC1=CC=C(C(=C1)NCC1CC1)N 5-bromo-N1-(cyclopropylmethyl)benzene-1,2-diamine